(3R,4R)-4-amino-3-fluoropiperidin-1-yl-3-(3,4-dichloro-2-methyl-2H-indazol-5-yl)-1H-Pyrazolo[3,4-d]pyrimidine-4-carbonitrile N[C@H]1[C@@H](CN(CC1)N1N=C(C=2C1=NC=NC2C#N)C2=C(C1=C(N(N=C1C=C2)C)Cl)Cl)F